tert-butyl 4-(1-(5-(3-((5-cyano-4-(4-fluorophenyl)thiazol-2-yl)(methyl)amino)-2-ethylimidazo[1,2-a]pyridin-6-yl)pyrimidin-2-yl)piperidine-4-carboxamido)piperidine-1-carboxylate C(#N)C1=C(N=C(S1)N(C1=C(N=C2N1C=C(C=C2)C=2C=NC(=NC2)N2CCC(CC2)C(=O)NC2CCN(CC2)C(=O)OC(C)(C)C)CC)C)C2=CC=C(C=C2)F